CC1=C(C=NC(=C1)C)N 4,6-dimethylpyridine-3-amine